CC1=C(C(=CC=C1)CCCC)O 2-methyl-6-butylphenol